NC=1N=C(C=C2C=C(N=CC12)NC(=O)[C@H]1[C@@H](C1)C=1C=NN(C1)C)C1=C(C=CC(=C1)C#N)C (1R,2R)-N-[8-amino-6-(5-cyano-2-methylphenyl)-2,7-naphthyridin-3-yl]-2-(1-methyl-1H-pyrazol-4-yl)cyclopropane-1-carboxamide